(R*)-ethyl 4-(2-chloro-4-fluorophenyl)-6-methyl-2-(thiazol-2-yl)-1,4-dihydropyrimidine-5-carboxylate ClC1=C(C=CC(=C1)F)[C@@H]1N=C(NC(=C1C(=O)OCC)C)C=1SC=CN1 |o1:8|